ClC1=CC=C(CNC(=O)NCCCCC2CCN(CC2)C(=O)C2CN(C(C2)=O)C)C=C1 1-(4-chlorobenzyl)-3-(4-(1-(1-methyl-5-oxopyrrolidin-3-carbonyl)piperidin-4-yl)butyl)urea